C(#N)C=1N(C2=C(C=CC(=C2C1)OC)F)CCNC1=CC(=NC=N1)C1=CC=C(C(=O)NCCOC)C=C1 4-{6-[2-(2-Cyano-7-fluoro-4-methoxy-indol-1-yl)-ethylamino]-pyrimidin-4-yl}-N-(2-methoxy-ethyl)-benzamide